1-(2-chloro-7-methylthiothieno[3,2-d]pyrimidin-4-yl)piperidin-4-amine ClC=1N=C(C2=C(N1)C(=CS2)SC)N2CCC(CC2)N